ClC1=NC(=C(C(=C1C(=O)O)C(=O)O)F)OC 2-chloro-5-fluoro-6-methoxypyridine-3,4-dicarboxylic acid